α,α'-diiodo-para-xylene ICC1=CC=C(C=C1)CI